ClCC1=C(C=CC=C1)C 1-(chloromethyl)-2-methylbenzene